C(=C\C1=CC=CC=C1)/C1=CC=NC2=C(C(=CC=C12)O)O (E)-4-styrylquinoline-7,8-diol